3-(2,2-difluoroethyl)-7-((3-fluoro-1-(2-hydroxy-3-methoxypropyl)piperidin-4-yl)amino)benzofuran FC(CC1=COC2=C1C=CC=C2NC2C(CN(CC2)CC(COC)O)F)F